(E)-l-1-tridecenyl acetate C(C)(=O)O\C=C\CCCCCCCCCCC